2-methyl-methylpyrazol CN1N=CC=C1C